OC1(CN(C=C1)N1C(N=C(N=C1)C1=NC(=CC=C1)C(F)(F)F)NC1=CC(=NC=C1)C(F)(F)F)C#N 3-(3-hydroxy-3-cyanopyrrol-1-yl)-6-(6-(trifluoromethyl)pyridin-2-yl)-N-(2-(trifluoromethyl)pyridin-4-yl)-1,3,5-triazin-2-amine